The molecule is a bisindole alkaloid with a strychnine substructure isolated from the roots of Strychnos icaja and has been shown to exhibit antiplasmodial activity. It has a role as a metabolite and an antiplasmodial drug. It is a bisindole alkaloid and a ring assembly. C/C=C\\1/CN2[C@H]3C[C@@H]1C4=CCC(=O)N5[C@@H]4[C@]3(C[C@@H]2[C@H]6[C@H]7[C@@H]8[C@H]9C[C@H]1[C@@]2([C@H]8N(C6=O)C3=CC=CC=C32)CCN1CC9=CCO7)C1=CC=CC=C15